(S)-2-(1-Acryloylpiperidin-2-yl)-1-amino-4-(4-(thiazol-2-ylcarbamoyl)phenyl)-1H-imidazol-5-carboxamid C(C=C)(=O)N1[C@@H](CCCC1)C=1N(C(=C(N1)C1=CC=C(C=C1)C(NC=1SC=CN1)=O)C(=O)N)N